Rac-5-[4-amino-2-(N-(2-amino-1-methyl-2-oxo-ethyl)-4-fluoro-anilino)thiazole-5-carbonyl]-N-(1-methylcyclobutyl)isoxazole-3-carboxamide NC=1N=C(SC1C(=O)C1=CC(=NO1)C(=O)NC1(CCC1)C)N(C1=CC=C(C=C1)F)[C@@H](C(=O)N)C |r|